C1(CC1)C1=C(C=C(CC[C@@]2(CN(CCC2)C2=CC(=C(C(=C2)F)S(=O)(=O)N(C2=NC=NC=C2)CC2=C(C=C(C=C2)OC)OC)F)N(C)C)C=C1)C(F)(F)F (R)-4-(3-(4-cyclopropyl-3-(trifluoromethyl)phenethyl)-3-(dimethylamino)piperidin-1-yl)-N-(2,4-dimethoxybenzyl)-2,6-difluoro-N-(pyrimidin-4-yl)benzenesulfonamide